[Rh+3].C(C)(C)(C)C(C(=O)OCC1NCCN(C1)C(C1=CC=C(C=C1)F)C1=CC=C(C=C1)F)CCCCCCN1C(N(C2=NC=CC=C21)C2C(NC(CCC2)=O)=O)=O (4-(Bis(4-fluorophenyl)methyl)piperazin-2-yl)methanol tert-Butyl-8-[3-(2,7-dioxoazepan-3-yl)-2-oxo-imidazo[4,5-b]pyridin-1-yl]octanoate rhodium(III)